FC(C1=NSC(=C1)CN1CC2(CN(C2)C(=O)N2CC3(C2)CC(C3)N3N=C(N=C3)C(F)(F)F)C1)(F)F [6-[[3-(trifluoromethyl)isothiazol-5-yl]methyl]-2,6-diazaspiro[3.3]heptan-2-yl]-[6-[3-(trifluoromethyl)-1,2,4-triazol-1-yl]-2-azaspiro[3.3]heptan-2-yl]methanone